CC1=C(C=CC=C1)C1=NN2C(=NC=3C=CC=CC3C2=N1)NC1C(NCCN(C1)C(=O)OCC1=CC=CC=C1)=O Benzyl 6-{[2-(2-methylphenyl) [1,2,4]triazolo[1,5-c]quinazolin-5-yl] amino}-5-oxo-1,4-diazepan-1-carboxylate